5-cyclopropyl-4-(((7-(3,5-dichlorobenzoyl)-7-azaspiro[3.5]non-2-yl)methoxy)methyl)-2-fluoro-N-(methylsulfonyl)benzamide C1(CC1)C=1C(=CC(=C(C(=O)NS(=O)(=O)C)C1)F)COCC1CC2(C1)CCN(CC2)C(C2=CC(=CC(=C2)Cl)Cl)=O